FC1=C(C2=CC=CC=C2C=C1OC)OC fluoro-1,3-dimethoxynaphthalene